6-(4-hydroxy-6-methyl-indan-5-yl)-4-methyl-3-[[(3R)-3-piperidinyl]amino]-1,2,4-triazin-5-one OC1=C2CCCC2=CC(=C1C=1C(N(C(=NN1)N[C@H]1CNCCC1)C)=O)C